C(C)(C)(C)OC(=O)N([C@H](C[C@@H](OC(C(C)C)=O)C=1SC=C(N1)C(=O)N[C@H](C[C@@H](C(=O)OCC=C)C)CC1=CC=CC=C1)C(C)C)C (2S,4R)-allyl 4-(2-((1R,3R)-3-((tert-butoxycarbonyl)(methyl)amino)-1-(isobutyryloxy)-4-methylpentyl)thiazole-4-carboxamido)-2-methyl-5-phenylpentanoate